tert-butyl 3-((5-(6-methoxy-5-(5-methyl-3-phenylisoxazole-4-carboxamido)pyridin-2-yl)pyrimidin-2-yl)amino)azetidine-1-carboxylate COC1=C(C=CC(=N1)C=1C=NC(=NC1)NC1CN(C1)C(=O)OC(C)(C)C)NC(=O)C=1C(=NOC1C)C1=CC=CC=C1